ClC1=CC(=NC=C1)S(=O)(=O)NC=1C=CC=C2C=CC=NC12 4-chloro-N-(quinolin-8-yl)pyridine-2-sulfonamide